C[C@@H]1CN(CCC1)CC1=CC2=C(C(N(C2)C2=CC(=CC=C2)C2(CC(C2)C)C2=NN=CN2C)=O)N1 2-{[(3S)-3-methylpiperidin-1-yl]methyl}-5-(3-[(1s,3S)-3-methyl-1-(4-methyl-4H-1,2,4-triazol-3-yl)cyclobutyl]phenyl)-1H,4H,5H,6H-pyrrolo[2,3-c]pyrrol-6-one